2-((2S,4S)-1-acryloyl-4-(8-chloro-4-(3-(dimethylamino)azetidin-1-yl)-7-(2,3-dimethylphenyl)-6-fluoro-1H-[1,2,3]triazolo[4,5-c]quinolin-1-yl)piperidin-2-yl)acetonitrile C(C=C)(=O)N1[C@@H](C[C@H](CC1)N1N=NC=2C(=NC=3C(=C(C(=CC3C21)Cl)C2=C(C(=CC=C2)C)C)F)N2CC(C2)N(C)C)CC#N